sodium 1-nitroso-2-naphthol N(=O)C1=C(C=CC2=CC=CC=C12)O.[Na]